2-(2H-benzotriazol-2-yl)-4-methyl-6-(2-methyl-2-propen-1-yl)-phenol N=1N(N=C2C1C=CC=C2)C2=C(C(=CC(=C2)C)CC(=C)C)O